1-(3-(((2'-(3-((4-(((1-acetylpiperidin-4-yl)amino)methyl)-3-fluoropyridin-2-yl)amino)-2-chlorophenyl)-3'-chloro-6-methoxy-[2,4'-bipyridin]-5-yl)methyl)amino)pyrrolidin-1-yl)ethan-1-one C(C)(=O)N1CCC(CC1)NCC1=C(C(=NC=C1)NC=1C(=C(C=CC1)C1=NC=CC(=C1Cl)C1=NC(=C(C=C1)CNC1CN(CC1)C(C)=O)OC)Cl)F